3-(3,4-dimethoxybenzyl)-6-(2-fluoroethoxy)-1-(tetrahydro-2H-pyran-4-yl)-quinazoline-2,4(1H,3H)-dione COC=1C=C(CN2C(N(C3=CC=C(C=C3C2=O)OCCF)C2CCOCC2)=O)C=CC1OC